4-chloro-5-(4-((5-fluoro-3-oxo-2-(trifluoromethyl)-4H-quinoxalin-6-yl)methyl)piperazine-1-yl)-N-(methyl-d3)pyridine-2-carboxamide ClC1=CC(=NC=C1N1CCN(CC1)CC=1C(=C2NC(C(=NC2=CC1)C(F)(F)F)=O)F)C(=O)NC([2H])([2H])[2H]